FC=1C=C2C(=NC1CC1=C(C=C(C=C1C)N1N=CC(NC1=O)=O)C)C(=CN2S(=O)(=O)CC2=CC=CC=C2)C(C)C 2-(4-((6-fluoro-3-isopropyl-1-toluenesulfonyl-1H-pyrrolo[3,2-b]pyridin-5-yl)methyl)-3,5-dimethylphenyl)-1,2,4-triazine-3,5(2H,4H)-dione